cyclopentylethanoic acid C1(CCCC1)CC(=O)O